ClC=1C=C2C(=NN1)N(C[C@@H]1N2C[C@H](C1)OS(=O)(=O)C)C(=O)OC(C)(C)C tert-butyl (6aR,8S)-2-chloro-8-((methylsulfonyl)oxy)-6a,7,8,9-tetrahydropyrrolo[1',2':4,5]pyrazino[2,3-c]pyridazine-5(6H)-carboxylate